C(#N)C1=CC(=C(OCC2=CC=CC(=N2)COC2CCNCC2)C=C1)F 4-((6-((4-cyano-2-fluorophenoxy)methyl)pyridin-2-yl)methoxy)piperidine